(S)-methyl 2-((S)-2-(4-chloro-6-fluoro-1H-indole-2-carboxamido)-3-cyclopropylpropanamido)-3-((S)-2-oxopiperidin-3-yl)propanoate ClC1=C2C=C(NC2=CC(=C1)F)C(=O)N[C@H](C(=O)N[C@H](C(=O)OC)C[C@H]1C(NCCC1)=O)CC1CC1